2-naphthalenesulfonic acid (2-naphthalenesulfonate) salt C1=C(C=CC2=CC=CC=C12)S(=O)(=O)O.C1=C(C=CC2=CC=CC=C12)S(=O)(=O)O